CP(=O)(C)C=1C=CC(=C2CC(C(C12)=O)F)C1=CCCC=2C=C(C=C(C12)C#N)F 8-(7-(dimethylphosphoryl)-2-fluoro-1-oxo-2,3-dihydro-1H-inden-4-yl)-3-fluoro-5,6-dihydronaphthalene-1-carbonitrile